C1(CC1)C1=NC=NC(=C1C1=NC=C(C(=N1)NC12CCC(CC1)(CC2)C=2N(C=C(N2)C(F)(F)F)C(C)C)C(=O)OC)OC methyl 2-(4-cyclopropyl-6-methoxy-pyrimidin-5-yl)-4-[[4-[1-isopropyl-4-(trifluoromethyl)imidazol-2-yl]-1-bicyclo[2.2.2]octanyl]amino]pyrimidine-5-carboxylate